BrC1=CC2=C(N=C(O2)C)C(=C1OC)C 6-bromo-5-methoxy-2,4-dimethyl-1,3-benzoxazole